CN(C)C=C1N(CCCC(C1)=O)C(=O)[O-] ((dimethylamino)methylene)-4-oxoazepane-1-carboxylate